6,7-dichloro-3-(tetrahydropyran-4-ylmethyl)-4,9-dihydro-1H-pyrrolo[3,2-h][2,1,3]benzothiadiazine 2,2-dioxide ClC=1C2=C(C3=C(CN(S(N3)(=O)=O)CC3CCOCC3)C1)NC=C2Cl